ClC=1N=C(C2=C(N1)SC(=N2)C)OCC2=CC(=C(C=C2)C=2N(C=C(N2)C(F)(F)F)C)F 5-chloro-7-[[3-fluoro-4-[1-methyl-4-(trifluoromethyl)imidazol-2-yl]phenyl]methoxy]-2-methyl-thiazolo[5,4-d]pyrimidine